N-e-(carboxyethyl)lysine C(=O)(O)CCN[C@@H](CCCCN)C(=O)O